tert-Butyl 3-[4-(3,4-dichloro-2-fluoro-anilino)quinazolin-6-yl]pyrrolidine-1-carboxylate ClC=1C(=C(NC2=NC=NC3=CC=C(C=C23)C2CN(CC2)C(=O)OC(C)(C)C)C=CC1Cl)F